Silver(I) triflimide N(S(=O)(=O)C(F)(F)F)S(=O)(=O)C(F)(F)F.[Ag+]